[N+](=O)([O-])C=1C=C2C(=NNC2=CC1)C1=CC(=NC=C1)N1CCNCC1 5-nitro-3-(2-piperazin-1-yl-4-pyridyl)-1H-indazole